4-(2-(((benzyloxy)carbonyl)amino)acetamido)-4-(2-carboxyethyl)pimelic acid C(C1=CC=CC=C1)OC(=O)NCC(=O)NC(CCC(=O)O)(CCC(=O)O)CCC(=O)O